CN1C2=C(N3C(CC1=O)CN(CC3)C(=O)OC(C)(C)C)N=CC(=C2)C(F)(F)F t-butyl 5-methyl-6-oxo-3-(trifluoromethyl)-6,7,7a,8,10,11-hexahydropyrazino[1,2-d]pyrido[3,2-b][1,4]diazepine-9(5H)-carboxylate